COC(C)(C)OC 2,2-diMethoxypropane